4-(((1R,4S)-bicyclo[2.2.1]heptan-2-yl)amino)-2-((8-(2-oxopyrrolidin-1-yl)-2,3-dihydrobenzo[b][1,4]dioxin-5-yl)amino)-7H-pyrrolo[2,3-d]pyrimidine-5-carbonitrile [C@@H]12C(C[C@@H](CC1)C2)NC=2C1=C(N=C(N2)NC2=CC=C(C=3OCCOC32)N3C(CCC3)=O)NC=C1C#N